5-bromo-7-fluoro-1-methylindoline-2,3-dione BrC=1C=C2C(C(N(C2=C(C1)F)C)=O)=O